N[C@H]1CN(CCC1)C(=O)C1=NN(C(=C1)C1=CC=C(C#N)C=C1)C1=C(C=C(C=C1)C)F (R)-4-(3-(3-aminopiperidine-1-carbonyl)-1-(2-fluoro-4-methylphenyl)-1H-pyrazole-5-yl)benzonitrile